C1(C=CC(N1CC12C3(CCC(C2CCC1)C3)CN3C(C=CC3=O)=O)=O)=O bis(maleimidomethyl)tricyclo[5.2.1.02,6]decane